4-amino-7-fluoro-N,1-dimethyl-N-((3S)-6-(trifluoromethyl)-2,3-dihydrofuro[2,3-b]pyridin-3-yl)-1H-pyrazolo[4,3-c]-quinoline-8-carboxamide NC1=NC=2C=C(C(=CC2C2=C1C=NN2C)C(=O)N([C@@H]2COC1=NC(=CC=C12)C(F)(F)F)C)F